O1CCC(=CC1)C1=NC(=NC=C1)NC1=CC(=C(C(=O)N([C@H]2CNCCC2)C2=NC=CC3=CC=CC(=C23)C)C=C1)F (R)-4-((4-(3,6-dihydro-2H-pyran-4-yl)pyrimidin-2-yl)amino)-2-fluoro-N-(8-methylisoquinolin-1-yl)-N-(piperidin-3-yl)benzamide